OC1=C(C=CC(=C1)O)C(\C=C\C1=CC(=C(C=C1)OC)COC1=CC=C(C=C1)C)=O (E)-1-(2,4-Dihydroxyphenyl)-3-[4-methoxy-3-[(4-methylphenoxy)methyl]phenyl]prop-2-en-1-one